2-methyl-2-phthalazin-6-yl-propanoic acid CC(C(=O)O)(C)C=1C=C2C=NN=CC2=CC1